C(C)C1=CC=CC(=N1)C1=NN(C=C1C1=CC=NC2=CC=CC=C12)CC(=O)NCC1=C(C=CC=C1)C 2-(3-(6-ethylpyridin-2-yl)-4-(quinolin-4-yl)-1H-pyrazol-1-yl)-N-(2-methylbenzyl)acetamide